FC(C(O)C1=CC=C(C=C1)NC(OC1=CC=CC=C1)=O)(F)F phenyl (4-(2,2,2-trifluoro-1-hydroxyethyl)phenyl)carbamate